C(#N)C1=CC(=C(C(=C1)C(C)C)CC(=O)NS(=O)(=N)C1=C(N=C(S1)C(C)(C)O)CO)C(C)C 2-(4-cyano-2,6-diisopropylphenyl)-N-(4-(hydroxymethyl)-2-(2-hydroxypropan-2-yl)thiazol-5-ylsulfonimidoyl)acetamide